O=C1NC(CCC1N1C(C2=CC=CC(=C2C1=O)OCCOCCOCCOCCOC=1C=C(C=CC1)CC(=O)NC=1SC(=C(N1)C=1C=C2CCN(C2=CC1)C(C1=C(C=CC=C1)C)=O)C)=O)=O 2-(3-(2-(2-(2-(2-((2-(2,6-dioxopiperidin-3-yl)-1,3-dioxoisoindolin-4-yl)oxy)ethoxy)ethoxy)ethoxy)ethoxy)phenyl)-N-(5-methyl-4-(1-(2-methylbenzoyl)indolin-5-yl)thiazol-2-yl)acetamide